P.P.[Au+] gold(I) diphosphine